[C@H]12COC[C@@H]2C1NC1=NN2C(C=N1)=C(C=C2)C2=CC=C1C(=N2)N(C(=N1)C)CC(F)F N-((1R,5S,6s)-3-oxabicyclo[3.1.0]hexane-6-yl)-5-(3-(2,2-difluoroethyl)-2-methyl-3H-imidazo[4,5-b]pyridin-5-yl)pyrrolo[2,1-f][1,2,4]triazin-2-amine